7-(5-chloro-2-methyl-3H-imidazo[4,5-b]pyridin-3-yl)-2H-benzo[b][1,4]oxazin-3(4H)-one ClC1=CC=C2C(=N1)N(C(=N2)C)C=2C=CC1=C(OCC(N1)=O)C2